(±)-N-[3-[4-(2-amino-6-methyl-pyrimidin-4-yl)-1,4-oxazepan-3-yl]-4-chloro-phenyl]-3-hydroxy-3-methyl-butyramide NC1=NC(=CC(=N1)N1[C@@H](COCCC1)C=1C=C(C=CC1Cl)NC(CC(C)(C)O)=O)C |r|